FC(OC1=CC=C(C(=C1)C1=CC=C(C=C1)C(F)(F)F)C(=O)OC)(F)F Methyl 5-(trifluoromethoxy)-4'-(trifluoromethyl)[1,1'-biphenyl]-2-carboxylate